21-(acetoxy)-17-(1-oxopropoxy)-pregn-4-ene-3,20-dione C(C)(=O)OCC([C@]1(CC[C@H]2[C@@H]3CCC4=CC(CC[C@]4(C)[C@H]3CC[C@]12C)=O)OC(CC)=O)=O